CSC(CCCCC)O 1-methylsulfanyl-hexanol